N[C@@H]1[C@@H](OCC12CCN(CC2)C=2N=CC(=NC2)SC2=C(C(=NC=C2)NC(=O)NS(=O)(=O)C2=CC=CC=C2)F)C N-((4-((5-((3S,4S)-4-amino-3-methyl-2-oxa-8-azaspiro[4.5]decan-8-yl)pyrazin-2-yl)thio)-3-fluoropyridin-2-yl)carbamoyl)benzenesulfonamide